N-(2-(Aminomethyl)benzyl)-N-(2-((5-methyl-2'-oxo-1,1',2',3-tetrahydrospiro[indene-2,3'-pyrrolo[2,3-b]pyridin]-6-yl)amino)-2-oxoethyl)pivalamide NCC1=C(CN(C(C(C)(C)C)=O)CC(=O)NC2=C(C=C3CC4(C(NC5=NC=CC=C54)=O)CC3=C2)C)C=CC=C1